3-((4-((2-Amino-4-phenylthiazol-5-yl)oxy)pyridin-2-yl)amino)benzamide NC=1SC(=C(N1)C1=CC=CC=C1)OC1=CC(=NC=C1)NC=1C=C(C(=O)N)C=CC1